cyclohexyl (2-fluorophenyl)phenylphosphinate FC1=C(C=CC=C1)P(OC1CCCCC1)(=O)C1=CC=CC=C1